FC=1C=C(C=CC1OCC1CCN(CC1)C1=NC=C(C=C1)C(F)(F)F)C1=CC2=C(S(CO2)=O)C=C1 6-(3-Fluoro-4-((1-(5-(trifluoromethyl)pyridin-2-yl)piperidin-4-yl)methoxy)phenyl)-2H-benzo[d][1,3]oxathiole 3-oxide